tert-butyl 3-{[(2,5-dioxopyrrolidin-1-yl)oxy]carbonyl}thiomorpholine-4-carboxylate O=C1N(C(CC1)=O)OC(=O)C1N(CCSC1)C(=O)OC(C)(C)C